C1(CCC1)CN[C@H]1CN(CCC1)C=1C=NC(=CC1)CN1N=NC(=C1)C1=NC(=CN=C1)N1CCCC1 (R)-N-(cyclobutylmethyl)-1-(6-((4-(6-(pyrrolidin-1-yl)pyrazin-2-yl)-1H-1,2,3-triazol-1-yl)methyl)pyridin-3-yl)piperidin-3-amine